1-methyl-1-propylpyrrolidinium bis(pentafluoroethanesulfonyl)imide salt [N-](S(=O)(=O)C(F)(F)C(F)(F)F)S(=O)(=O)C(F)(F)C(F)(F)F.C[N+]1(CCCC1)CCC